(2-chloro-1,6-naphthyridin-7-yl)methyl methanesulfonate CS(=O)(=O)OCC1=NC=C2C=CC(=NC2=C1)Cl